2,3-bis(dodecyloxy)-N-(2-hydroxyethyl)-N,N-dimethylpropan-1-aminium bromide [Br-].C(CCCCCCCCCCC)OC(C[N+](C)(C)CCO)COCCCCCCCCCCCC